iron sulfur [S].[Fe]